9-butyl-6-chloro-2-(propylsulfanyl)-9H-purine C(CCC)N1C2=NC(=NC(=C2N=C1)Cl)SCCC